ClC1=C(OC2=C(C(=CC3=C2NC(=NS3(=O)=O)NCC3=C(C=CC=C3)C(F)(F)F)F)F)C=CC=C1 5-(2-chlorophenoxy)-6,7-difluoro-3-((2-(trifluoromethyl)benzyl)amino)-4H-benzo[e][1,2,4]thiadiazine 1,1-dioxide